C1(CCCC2=CC=CC=C12)=O 1,2,3,4-tetrahydronaphthalen-1-one